[Br-].NC=1C=CC2=C3C=CC(=CC3=C([N+](=C2C1)CC)C1=CC=CC=C1)N=[N+]=[N-] 3-Amino-8-azido-5-ethyl-6-phenylphenanthridinium bromid